C(C)(=O)OC1=CC(=CC2=CC=C(C(=C12)F)F)C(=O)OC methyl 4-acetoxy-5,6-difluoro-naphthalene-2-carboxylate